3-(4-(2-((1r,4r)-4-(aminomethyl)cyclohexanecarboxamido)ethoxy)phenyl)-N-(2-((S)-2-cyano-4,4-difluoropyrrolidin-1-yl)-2-oxoethyl)isonicotinamide NCC1CCC(CC1)C(=O)NCCOC1=CC=C(C=C1)C1=C(C(=O)NCC(=O)N2[C@@H](CC(C2)(F)F)C#N)C=CN=C1